FC(C1=C(C=CC(=C1)C(F)(F)F)C1CCC2=C(N(C1=O)CC#CCNC(=O)C=1OC(=NN1)C)C=CC(=C2)F)(F)F N-(4-(3-(2,4-bis(trifluoromethyl)phenyl)-7-fluoro-2-oxo-2,3,4,5-tetrahydro-1H-benzo[b]azepin-1-yl)but-2-ynyl)-5-methyl-1,3,4-oxadiazole-2-carboxamide